CN(C)OC(C=C)=O acrylic acid dimethylamino ester